acetoacetyl-1,3-butanediol C(CC(=O)C)(=O)C(CC(C)O)O